ClC1=CC=C(C=C1)C1=NN(C[C@H]1C1=CC=CC=C1)/C(/NC[C@@H](C)NS(N)(=O)=O)=N/S(=O)(=O)C1=CC=C(C=C1)Cl (R,E)-3-(4-chlorophenyl)-N'-((4-chlorophenyl)sulfonyl)-4-phenyl-N-((R)-2-(sulfamoylamino)propyl)-4,5-dihydro-1H-pyrazole-1-carboximidamide